C(C(=C)C)(=O)OCCNC(C(=C1C2=CC=CC=C2SC=2C=CC=CC12)C#N)=O 2-(2-cyano-2-(9H-thioxanthen-9-ylidene) acetamido)ethyl methacrylate